The molecule is an acyl-CoA that results from the formal condensation of the thiol group of coenzyme A with the carboxy group of 3-(4-hydroxy-3-methoxyphenyl)-3-oxopropanoic acid (vanilloylacetic acid). It is a potential intermediate in vanillate synthesis. It derives from a vanilloylacetic acid. CC(C)(COP(=O)(O)OP(=O)(O)OC[C@@H]1[C@H]([C@H]([C@@H](O1)N2C=NC3=C(N=CN=C32)N)O)OP(=O)(O)O)[C@H](C(=O)NCCC(=O)NCCSC(=O)CC(=O)C4=CC(=C(C=C4)O)OC)O